COC(C(C(=O)OC)[C@@H](C[N+](=O)[O-])C=1C=C2CCCOC2=CC1F)=O |o1:8| (R*)-2-[1-(7-fluorochroman-6-yl)-2-nitroethyl]malonic acid dimethyl ester